NC(C(=O)N)CCC(=O)N 2-aminopentanediamide